ClC1=NC(=CC=C1OCC(C)(O)C)C(C)O 1-((2-chloro-6-(1-hydroxyethyl)pyridin-3-yl)oxy)-2-methylpropan-2-ol